S1C2=C(C=C1)C=C(C=C2)C=2C=C1CN(CC1=CC2)C(=O)NC2=CNC1=CC(=C(C=C21)Cl)F 5-(benzo[b]thiophen-5-yl)-N-(5-chloro-6-fluoro-1H-indol-3-yl)isoindoline-2-carboxamide